ClC1=CC(=C(COC2=NC=CC(=N2)N2C=C3C(=C2)CN(C3)CC3=NC2=C(N3CC3=CN=CN3CC)C=C(C=C2)C(=O)O)C=C1)F 2-((5-(2-((4-chloro-2-fluorobenzyl)oxy)pyrimidin-4-yl)-3,5-dihydropyrrolo[3,4-c]pyrrol-2(1H)-yl)methyl)-1-((1-ethyl-1H-imidazol-5-yl)methyl)-1H-benzo[d]imidazole-6-carboxylic acid